ClC1=C(C(=O)N[C@@H]2CN(C[C@@H]2F)C(=O)C2CC(C2)(F)F)C=CC=C1 2-chloro-N-[(3R,4S)-1-(3,3-difluorocyclobutanecarbonyl)-4-fluoropyrrolidin-3-yl]benzamide